4-(bis(4-iodophenyl)amino)phenylboronic acid IC1=CC=C(C=C1)N(C1=CC=C(C=C1)B(O)O)C1=CC=C(C=C1)I